C(CC)C1(C(O1)(C1=C(C=CC=C1)C)O)O 1,2-epoxypropyl(o-cresyl)ethylene glycol